4,6,10-trihydroxy-1,4,6,10-tetraazaadamantane ON1C2CN3CC(N(C1C3)O)N2O